2-(4-isopropoxy-3-methoxyphenyl)ethan-1-amine C(C)(C)OC1=C(C=C(C=C1)CCN)OC